ClC=1C=C(C=CC1F)NC(N(C)[C@H]1COCC=2N=C(C=3C=C(C(=CC3C21)F)F)NC)=O |r| Racemic-3-(3-chloro-4-fluorophenyl)-1-(8,9-difluoro-6-(methylamino)-1,4-dihydro-2H-pyrano[3,4-c]isoquinolin-1-yl)-1-methylurea